FC=1C(=C(OC2=NC=C(C(=C2C=2NC3=CC=NC(=C3C(C2)=O)NC)C)C(F)(F)F)C=CC1F)C 2-[2-(3,4-difluoro-2-methyl-phenoxy)-4-methyl-5-(trifluoromethyl)-3-pyridyl]-5-(methylamino)-1H-1,6-naphthyridin-4-one